3-oxo-hexadecanyl acetate C(C)(=O)OCCC(CCCCCCCCCCCCC)=O